C(C)OC(C(C1=CC=CC=C1)N1N=CC(=C1)Br)=O (4-bromo-1H-pyrazol-1-yl)phenylacetic acid ethyl ester